1-(2,6-dichlorophenyl)-4-((2'-fluoro-[1,1'-biphenyl]-4-yl)amino)-1H-pyrazole-3-carboxamide ClC1=C(C(=CC=C1)Cl)N1N=C(C(=C1)NC1=CC=C(C=C1)C1=C(C=CC=C1)F)C(=O)N